FC(C1=NC(=NO1)C1=CC=C(CNC=2C(C(C2NC2=CC=C(C=C2)C(F)(F)F)=O)=O)C=C1)(F)F 3-((4-(5-(trifluoromethyl)-1,2,4-oxadiazol-3-yl)benzyl)amino)-4-((4-(trifluoromethyl)phenyl)amino)cyclobut-3-ene-1,2-dione